Cl.NCCOC=1C(=NC=CC1)C(C)=O 1-(3-(2-aminoethoxy)pyridin-2-yl)ethanone hydrochloride